(2S)-1-(2-(3-methyl-2,4-dioxoimidazolidin-1-yl)-5,6-dihydrobenzo[f]imidazo[1,2-d][1,4]oxazepin-9-yl)pyrrolidine-2-carboxamide CN1C(N(CC1=O)C=1N=C2N(CCOC3=C2C=CC(=C3)N3[C@@H](CCC3)C(=O)N)C1)=O